4-(3-methyl-6-(7-methylimidazo[1,2-a]pyridin-6-ylamino)-1H-pyrazolo[3,4-d]pyrimidin-1-yl)benzonitrile CC1=NN(C2=NC(=NC=C21)NC=2C(=CC=1N(C2)C=CN1)C)C1=CC=C(C#N)C=C1